C(C)OC([C@H](C)O)=O.C(C)OC1=C(C=CC(=C1)F)C(=O)N1CC2(C1)CC(C2)C2=CC(=NN2C2=C(C=CC=C2)C)C (2-ethoxy-4-fluorophenyl)(6-(3-methyl-1-(o-tolyl)-1H-pyrazol-5-yl)-2-azaspiro[3.3]heptan-2-yl)methanone Ethyl-(S)-2-hydroxypropionate